C(#N)C1=CC=2N(C=C1)C(=C(N2)C=2N=C1SC3=C(N1C2)C=C(C=C3)OCCOCCNC(OC(C)(C)C)=O)NC tert-Butyl N-[2-[2-[2-[7-cyano-3-(methylamino)imidazo[1,2-a]pyridin-2-yl]imidazo[2,1-b][1,3]benzothiazol-6-yl]oxyethoxy]ethyl]carbamate